CN(C(OC(C)(C)C)=O)C1=NC=C(C=C1)COC=1C=CC2=C(N=C(O2)C=2C=NC=CC2)C1 tert-Butyl N-methyl-N-[5-({[2-(pyridin-3-yl)-1,3-benzoxazol-5-yl]oxy}methyl)pyridin-2-yl]carbamate